C(=O)C=1C=C(C#N)C=CC1O 3-FORMYL-4-HYDROXYBENZONITRILE